C1(CC1)N1C(=NC2=C1C=C(C=C2F)C2=NC(=NC=C2F)NC2=NC=1CCN(CC1C=C2)CCN(C)C)C N-(4-(1-cyclopropyl-4-fluoro-2-methyl-1H-benzimidazole-6-yl)-5-fluoropyrimidine-2-yl)-6-(2-(dimethylamino)ethyl)-5,6,7,8-tetrahydro-1,6-naphthyridine-2-amine